C(CCCCCCCCCCCCCCC)(=O)OC(CCCCCCCCCCCCC)=O myristic acid palmitoyl ester